FC1(C[C@@H](OCC1)C(=O)OCC)F |r| (±)-ethyl 4,4-difluorotetrahydro-2H-pyran-2-carboxylate